4-Methyl-2,6-diisopropylaniline CC1=CC(=C(N)C(=C1)C(C)C)C(C)C